BrC1=CC=C(C=C1)C1=NC=2C(=CC=C(C2N=C1C1=CC=C(C=C1)Br)C#N)C#N 2,3-bis(4-bromophenyl)quinoxaline-5,8-dicarbonitrile